2-CYCLOPROPYL-5-ETHOXY-1H-INDOLE-3-CARBOXALDEHYDE C1(CC1)C=1NC2=CC=C(C=C2C1C=O)OCC